1,3-bis(5-cyclohexyloxypentyl)imidazolium C1(CCCCC1)OCCCCCN1C=[N+](C=C1)CCCCCOC1CCCCC1